tert-butyl ((7-cyano-4-(2-fluoro-4-(trifluoromethoxy)phenyl)-1-methyl-1H-benzo[d]imidazol-6-yl)methyl)carbamate C(#N)C1=C(C=C(C2=C1N(C=N2)C)C2=C(C=C(C=C2)OC(F)(F)F)F)CNC(OC(C)(C)C)=O